methyl 4-(benzyl(methyl)amino)benzoate C(C1=CC=CC=C1)N(C1=CC=C(C(=O)OC)C=C1)C